3-[(3'-{[(3R)-2-[(phenylmethoxy)carbonyl]-3-methyl-7-oxo-9-oxa-2,6-diazaspiro[4.5]dec-1-yl]methyl}-2'-fluoro-[1,1'-biphenyl]-2-yl)oxy]prop-2-enoic acid C1(=CC=CC=C1)COC(=O)N1C(C2(C[C@H]1C)NC(COC2)=O)CC=2C(=C(C=CC2)C2=C(C=CC=C2)OC=CC(=O)O)F